7-(2-Methylimidazo[1,2-b]pyridazin-6-yl)-2-piperazin-1-yl-thiazolo[3,2-a]pyrimidin-5-on CC=1N=C2N(N=C(C=C2)C=2N=C3N(C(C2)=O)C=C(S3)N3CCNCC3)C1